BrC1=C(C=CC=C1)C1(CC1)NC(C1=C(C=CC(=C1)OCCN(C)C)C)=O N-(1-(2-Bromophenyl)cyclopropyl)-5-(2-(dimethylamino)ethoxy)-2-methyl-benzamide